ClC1=NC(=NC=C1F)C1=NN(C(=N1)C1=NOC=C1)CC1=C(C=CC=C1)F 3-(3-(4-chloro-5-fluoropyrimidin-2-yl)-1-(2-fluorobenzyl)-1H-1,2,4-triazol-5-yl)isoxazole